CN1C2=C(OC[C@@H](C1=O)NC(C(=O)NCC1=C(C=CC=C1)C)=O)C=CC(=C2)C#CCN2CC(NCC2)=O (S)-N1-(5-methyl-4-oxo-7-(3-(3-oxopiperazin-1-yl)prop-1-yn-1-yl)-2,3,4,5-tetrahydrobenzo[b][1,4]oxazepin-3-yl)-N2-(2-methylbenzyl)oxalamide